ClC1=NC=CC(=C1OC)C(C(F)(F)F)OC 2-Chloro-3-methoxy-4-(2,2,2-trifluoro-1-methoxyethyl)pyridine